C(C)SCCCS 3-mercaptopropyl ethyl sulphide